FC(C1=C(C=CC(=C1)C(F)(F)F)[C@@H](C)N1N=CC(=C1)NC(=O)C1=NOC(=C1C)C1=NC=CC=C1)(F)F (R)-N-(1-(1-(2,4-bis(trifluoromethyl)phenyl)ethyl)-1H-pyrazol-4-yl)-4-methyl-5-(pyridin-2-yl)isoxazole-3-carboxamide